The molecule is a teicoplanin A2 that has 8-methyldecanoyl as the variable N-acyl group. It has a role as a bacterial metabolite. CCC(C)CCCCCCC(=O)N[C@@H]1[C@H]([C@@H]([C@H](O[C@H]1OC2=C3C=C4C=C2OC5=C(C=C(C=C5)[C@H]([C@H]6C(=O)N[C@@H](C7=C(C(=CC(=C7)O)O[C@@H]8[C@H]([C@H]([C@@H]([C@H](O8)CO)O)O)O)C9=C(C=CC(=C9)[C@H](C(=O)N6)NC(=O)[C@@H]4NC(=O)[C@@H]1C2=CC(=CC(=C2)OC2=C(C=CC(=C2)[C@H](C(=O)N[C@H](CC2=CC(=C(O3)C=C2)Cl)C(=O)N1)N)O)O)O)C(=O)O)O[C@H]1[C@@H]([C@H]([C@@H]([C@H](O1)CO)O)O)NC(=O)C)Cl)CO)O)O